4-(3-methyl-3,8-diazabicyclo[3.2.1]octane-8-yl)benzene-1,2-diamine CN1CC2CCC(C1)N2C=2C=C(C(=CC2)N)N